OCCCOC(C=C)=O.P phosphine hydroxypropyl-acrylate